4-((1H-indol-5-yl)oxy)-N,N-dimethylquinazolin-7-amine N1C=CC2=CC(=CC=C12)OC1=NC=NC2=CC(=CC=C12)N(C)C